butyl 4,4-di(tert-butylperoxy)valerate C(C)(C)(C)OOC(CCC(=O)OCCCC)(C)OOC(C)(C)C